CC1=C(N=CN1C1=NC=C(C=C1)C)C=O 5-methyl-1-(5-methylpyridin-2-yl)-1H-imidazole-4-carbaldehyde